S(=O)(=O)(O)O.NC1=C(C=C(C=C1)N)COC 1,4-diamino-2-methoxymethyl-benzene sulfate salt